C(C)(C)(C)C=1C=C2C(=NC1C(NC=1N=NC(=CC1)S(=O)(=O)Cl)=O)CNC2 tert-butyl-2-((6-(chlorosulfonyl)pyridazin-3-yl)carbamoyl)-5,7-dihydro-6H-pyrrolo[3,4-b]pyridine